[Br-].FC(F)(F)[Zn]C1=CC=CC=C1 trifluoromethyl-phenyl-zinc (II) bromide